Cl.O1C(=CC=C1)C1=NN2C(N=C(C=C2)NCC2CNCCC2)=C1C#N (2-furyl)-5-(3-piperidinylmethylamino)pyrazolo[1,5-a]pyrimidine-3-carbonitrile hydrochloride